C(C)S(=O)(=O)N1CC(NCC1)C(F)(F)F 1-ethylsulfonyl-3-(trifluoromethyl)piperazine